(3,4-Dimethoxyphenyl)-2-(methylthio)-N-(tetrahydro-2H-pyran-4-yl)pyrimidine-5-carboxamide COC=1C=C(C=CC1OC)C1=NC(=NC=C1C(=O)NC1CCOCC1)SC